C(C)OC1=C(C=C(C=C1)NC(CN1C(NC(C(=C1)F)=O)=O)=O)O N-(4-ethoxy-3-hydroxyphenyl)-2-(5-fluoro-2,4-dioxo-3,4-dihydropyrimidin-1(2H)-yl)acetamide